N[C@@H]1CN(CCC1)C1=NC2=C(N1CC1=NC=C(C#N)C=C1)C=CC(=C2)Cl (S)-6-((2-(3-Aminopiperidin-1-yl)-5-chloro-1H-benzo[d]imidazol-1-yl)methyl)nicotinonitril